[Se](=O)([O-])[O-].[In+3].[Se](=O)([O-])[O-].[Se](=O)([O-])[O-].[In+3] Indium selenite